3-[5-(difluoromethyl)-1,3,4-thiadiazol-2-yl]-1-ethyl-6-fluoro-N-[1-(fluoromethyl)cyclopropyl]-2-oxo-benzoimidazole-5-sulfonamide FC(C1=NN=C(S1)N1C(N(C2=C1C=C(C(=C2)F)S(=O)(=O)NC2(CC2)CF)CC)=O)F